3-(5-(4-(3-(4-(4-(2-(4-fluorophenyl)-6-hydroxybenzo[b]thiophene-3-carbonyl)phenyl)piperazin-1-yl)propyl)piperazin-1-yl)-1-oxoisoindolin-2-yl)piperidine-2,6-dione FC1=CC=C(C=C1)C1=C(C2=C(S1)C=C(C=C2)O)C(=O)C2=CC=C(C=C2)N2CCN(CC2)CCCN2CCN(CC2)C=2C=C1CN(C(C1=CC2)=O)C2C(NC(CC2)=O)=O